CC(C)C1=CC=C(C=C1)CC(=O)O 2-[4-(propan-2-yl)phenyl]acetic acid